Ethyl dihydro-2H-[1,4]oxazino[2,3-g]quinoline-7-carboxylate O1CCNC=2C1=CC=1C=CC(=NC1C2)C(=O)OCC